4-ethyl-1,2-dimethyl-1H-imidazole-5-carboxylic acid C(C)C=1N=C(N(C1C(=O)O)C)C